8-(2,4-difluorophenyl)-9-(4-((1-(3,3-difluoropropyl)pyrrolidin-3-yl)methyl)phenyl)-6,7-dihydro-5H-benzo[7]annulene-3-carboxylic acid FC1=C(C=CC(=C1)F)C=1CCCC2=C(C1C1=CC=C(C=C1)CC1CN(CC1)CCC(F)F)C=CC(=C2)C(=O)O